(Z)-3-(4-(2-(4-(2-(4-(1-(4-hydroxyphenyl)-2-phenylbut-1-en-1-yl)phenoxy)ethyl)piperazin-1-yl)ethoxy)-1-oxoisoindolin-2-yl)piperidine-2,6-dione OC1=CC=C(C=C1)/C(=C(\CC)/C1=CC=CC=C1)/C1=CC=C(OCCN2CCN(CC2)CCOC2=C3CN(C(C3=CC=C2)=O)C2C(NC(CC2)=O)=O)C=C1